n-cyclohexyl-2-benzothiazolesulfenamide C1CCC(CC1)NSC2=NC3=CC=CC=C3S2